C(C(O)C1=CC=CC=C1)(=O)O.CN(CC[C@@H](O)C1=CC=CC=C1)C (R)-3-(dimethylamino)-1-phenylpropanol mandelate salt